3-(2-((4-((R)-2-(4-Chloro-2-fluorophenyl)-2H-chromen-8-yl)piperidin-1-yl)methyl)-3-(((S)-oxetan-2-yl)methyl)-3H-imidazolo[4,5-c]pyridin-6-yl)-1,2,4-oxadiazol-5(4H)-one ClC1=CC(=C(C=C1)[C@@H]1OC2=C(C=CC=C2C=C1)C1CCN(CC1)CC1=NC2=C(C=NC(=C2)C2=NOC(N2)=O)N1C[C@H]1OCC1)F